2-(S)-(4-(difluoromethyl)-2-(pyridin-2-yl)oxazol-5-yl)(4-(4-fluoropyrazolo[1,5-a]pyridin-2-yl)-6,7-dihydro-1H-imidazo[4,5-c]pyridin-5(4H)-yl)methanone FC(C=1N=C(OC1C=1NC2=C(C(N(CC2)C=O)C2=NN3C(C(=CC=C3)F)=C2)N1)C1=NC=CC=C1)F